C(N)(=O)C=1C=C2OC[C@@H](N3C(=NC(C1)=C32)NC(=O)C3=CC(=NN3CC)C)CCCCNC(OCC3=CC=NC=C3)=O.C(C)NCCNCC N,N'-diethyl ethylenediamine Pyridin-4-ylmethyl (S)-(4-(7-carbamoyl-2-(1-ethyl-3-methyl-1H-pyrazole-5-carboxamido)-3,4-dihydro-5-oxa-1,2a-diazaacenaphthylen-3-yl)butyl)carbamate